(Z)-3-(3-(3-(difluoromethyl)-5-(pentafluorosulfanyl)phenyl)-1H-1,2,4-triazol-1-yl)-N'-(pyridin-2-yl)propenohydrazide tert-Butyl-5-allyl-2,4-dioxo-piperidine-1-carboxylate C(C)(C)(C)OC(=O)N1C(CC(C(C1)CC=C)=O)=O.FC(C=1C=C(C=C(C1)S(F)(F)(F)(F)F)C1=NN(C=N1)\C=C/C(=O)NNC1=NC=CC=C1)F